CC1=CC=CC=C1O[C@H](CCNC)C2=CC=CC=C2.Cl (-)-N-Methyl-3-phenyl-3-(o-tolyloxy)-propylamine hydrochloride